benzo[d]thiazole-2-carboxylic acid S1C(=NC2=C1C=CC=C2)C(=O)O